(bromomethyl)-4-fluorothiophene BrCC=1SC=C(C1)F